C(CCCCCCC)OC=1C=C(C(=O)O)C=C(C1)OCCCCCCCC 3,5-bis-(octyloxy)benzoic acid